FC(C=1C=C(C(=O)NC(C)C2=NC=CN=C2C=C)C=C(C1)C(F)(F)F)(F)F 3,5-bis(trifluoromethyl)-N-(1-(3-vinylpyrazin-2-yl)ethyl)benzamide